BrC1=C2C=NN(C2=C(C(=C1OC=1C(=C(C#N)C=CC1)F)F)F)C1OCCCC1 ((4-Bromo-6,7-difluoro-1-(tetrahydro-2H-pyran-2-yl)-1H-indazol-5-yl)oxy)-2-fluorobenzonitrile